FC1=CC2=C(N(C(=N2)C2=CC=C(C=C2)S(=O)(=O)C)C)C=C1C1CCN(CC1)C1CC2CCC(C1)N2C2CCOCC2 5-Fluoro-1-methyl-2-(4-(methylsulfonyl)phenyl)-6-(1-(8-(tetrahydro-2H-pyran-4-yl)-8-azabicyclo[3.2.1]octan-3-yl)piperidin-4-yl)-1H-benzo[d]imidazol